(hydroxymethyl)-3-(2-(4-hydroxypiperidin-1-yl)-2-oxoethoxy)-4-(4-(3,4,5-trifluorophenyl)-1H-1,2,3-triazol-1-yl)tetrahydro-2H-pyran-2-carboxamide OCC1(OCCC(C1OCC(=O)N1CCC(CC1)O)N1N=NC(=C1)C1=CC(=C(C(=C1)F)F)F)C(=O)N